2,2,2-trifluoro-1-[(2'S,7R)-2'-methylspiro[4,5-dihydrothieno[2,3-c]pyran-7,4'-piperidine]-1'-yl]ethanone FC(C(=O)N1[C@H](C[C@@]2(CC1)OCCC1=C2SC=C1)C)(F)F